2,2-dimethyl-3-(2,2-dimethylvinyl)cyclopropane CC1(CC1C=C(C)C)C